N-(5-cyano-2-fluorophenyl)methanesulfonamide C(#N)C=1C=CC(=C(C1)NS(=O)(=O)C)F